5,7-Difluoro-1-(4-(4-hydroxypiperidin-1-yl)phenyl)-1H-indazol-6-ol FC=1C=C2C=NN(C2=C(C1O)F)C1=CC=C(C=C1)N1CCC(CC1)O